n-propoxid [O-]CCC